C1(=CC=CC=C1)C[C@@H](C)OC1=CC=C(C=C1)C1=NOC(=N1)CCCO 3-(4-(((R)-1-phenylpropan-2-yl)oxy)phenyl-1,2,4-oxadiazol-5-yl)propan-1-ol